C(C)(C)(C)OC(=O)N[C@H](CCS(=O)(=O)[O-])CN(C)C [(2R)-2-(tert-butoxycarbonylamino)-3-(dimethylamino)propyl]methanesulfonate